3-(isopropylsulfonyl)-4-methyl-N-(2-((4-(3-(1-methyl-1H-pyrazol-3-yl)phenyl)thiazol-2-yl)amino)-2-oxoethyl)benzamide C(C)(C)S(=O)(=O)C=1C=C(C(=O)NCC(=O)NC=2SC=C(N2)C2=CC(=CC=C2)C2=NN(C=C2)C)C=CC1C